C[N+]1(CCCCC1)CCC 1-methyl-1-propylpiperidinium